Cl.ClCC1=CC=C(OCCN2CCCC2)C=C1 1-(2-(4-(chloromethyl)phenoxy)ethyl)pyrrolidine hydrochloride